C(#N)CN1C=2C3CCC(C2C=C1C(=O)OCC)C3 Ethyl 3-(Cyanomethyl)-3-azatricyclo[5.2.1.02,6]deca-2(6),4-diene-4-carboxylate